tert-butyl 2-[[(3S)-6-[tert-butoxycarbonyl-(methyl)amino]-3-[[7-(5-methyl-1,2,4-oxadiazol-3-yl)-1-isoquinolyl]amino]-hexanoyl]amino]-4-methyl-thiazole-5-carboxylate C(C)(C)(C)OC(=O)N(CCC[C@@H](CC(=O)NC=1SC(=C(N1)C)C(=O)OC(C)(C)C)NC1=NC=CC2=CC=C(C=C12)C1=NOC(=N1)C)C